C(C)C1=CC=C(C=C1)NC1(N2C(C=3C=CC=CC3C1)=C1C=CC=CC1=N2)C(F)(F)F N-(4-Ethylphenyl)-6-(trifluoromethyl)-5,6-dihydroindazolo[3,2-a]isoquinolin-6-amine